(4-bromo-1-(2-methoxyethyl)-1H-pyrazol-5-yl)carbamic acid tert-butyl ester C(C)(C)(C)OC(NC1=C(C=NN1CCOC)Br)=O